C(CCCCCCCCCCC)OC1=C(C=C(C=C1)C=CC1=NC2=CC=CC=C2C=C1)OC 1-(4-n-dodecyloxy-3-methoxyphenyl)-2-(2-quinolyl)ethylene